ClC=1C=C(C=C(C1OC[C@H](CCl)O)Cl)C(C)(C)C1=CC=C(OC[C@H](CO)O)C=C1 (S)-3-(4-(2-(3,5-dichloro-4-((R)-3-chloro-2-hydroxypropoxy)phenyl)propan-2-yl)phenoxy)propane-1,2-diol